2-Chloro-4-((S)-8-(4-(4-((4-(3-(((R)-2,6-dioxo-piperidin-3-yl)amino)-phenyl)piperazin-1-yl)-methyl)piperidine-1-carbonyl)phenyl)-3-methyl-2,8-diazaspiro[4.5]decan-2-yl)benzonitrile ClC1=C(C#N)C=CC(=C1)N1CC2(C[C@@H]1C)CCN(CC2)C2=CC=C(C=C2)C(=O)N2CCC(CC2)CN2CCN(CC2)C2=CC(=CC=C2)N[C@H]2C(NC(CC2)=O)=O